6-(cyclopropanecarboxamido)-4-((3-(1-(2,2-difluoroethyl)-1H-1,2,4-triazol-3-yl)-2-methoxyphenyl)amino)-N-ethoxypyridazine-3-carboxamide C1(CC1)C(=O)NC1=CC(=C(N=N1)C(=O)NOCC)NC1=C(C(=CC=C1)C1=NN(C=N1)CC(F)F)OC